4-bromo-N-[5-(5-ethylpyrazol-1-yl)-1,3,4-thiadiazol-2-yl]-5-methoxy-6-oxopyran-2-carboxamide BrC=1C=C(OC(C1OC)=O)C(=O)NC=1SC(=NN1)N1N=CC=C1CC